C(=O)=C(CN1CCSCC1)C 4-(2-carbonylpropyl)thiomorpholine